ethyl 3-((tert-butyldimethylsilyl)oxy)-4,4,4-trifluorobutanoate [Si](C)(C)(C(C)(C)C)OC(CC(=O)OCC)C(F)(F)F